ethyl 4-bromo-1-methyl-3-(7-(trifluoromethyl)imidazo[1,2-c]pyrimidin-2-yl)-1H-pyrazol-5-carboxylate BrC=1C(=NN(C1C(=O)OCC)C)C=1N=C2N(C=NC(=C2)C(F)(F)F)C1